C(C)(C)(C)OC(=O)N1CCNCC(C1)(F)F.CC1=C(C=CC(=C1)CC(C)(C)C)CCC=O 3-(2-methyl-4-neopentylphenyl)propanal tert-butyl-6,6-difluoro-1,4-diazepane-1-carboxylate